6-chloro-1-ethyl-5-ethynyl-1,3-benzodiazole ClC=1C(=CC2=C(N(C=N2)CC)C1)C#C